Methyl 2-(((2-((S)-1-(2,3-difluorobenzyl)-5-thioxopyrrolidin-2-yl)acetyl)-L-valyl)thio)acetate FC1=C(CN2[C@@H](CCC2=S)CC(=O)N[C@@H](C(C)C)C(=O)SCC(=O)OC)C=CC=C1F